(E)-6-(3-(4-(trifluoromethyl)phenyl)allyl)-2-thia-6-azaspiro[3.4]octane 2,2-dioxide FC(C1=CC=C(C=C1)/C=C/CN1CC2(CS(C2)(=O)=O)CC1)(F)F